(R)-2-(2-(1-cyano-3-fluoropiperidin-3-yl)benzo[d]oxazol-5-yl)isonicotinonitrile C(#N)N1C[C@@](CCC1)(F)C=1OC2=C(N1)C=C(C=C2)C=2C=C(C#N)C=CN2